C(C)(=O)OC(C=CC1=CCC(CC1)CCCC)OC(C)=O 3-(4-butylcyclohex-1-en-1-yl)prop-2-ene-1,1-diyl diacetate